4-Bromobutyl 3,4,5-tris((2-ethylhexyl)oxy)benzoate C(C)C(COC=1C=C(C(=O)OCCCCBr)C=C(C1OCC(CCCC)CC)OCC(CCCC)CC)CCCC